1-isopropyl-1H-pyrazol-3-amine C(C)(C)N1N=C(C=C1)N